CN(C1(CCC1)CNC=1C2=C(N=C(N1)OC[C@]13CCCN3C[C@@H](C1)F)C(=C(N=C2)C2=CC=CC1=CC=CC(=C21)CC)F)C N-((1-(dimethylamino)cyclobutyl)methyl)-7-(8-ethylnaphthalen-1-yl)-8-fluoro-2-(((2R,7aS)-2-fluorotetrahydro-1H-pyrrolizin-7a(5H)-yl)methoxy)pyrido[4,3-d]pyrimidin-4-amine